C1(CCC1)COC(=O)N1CCN(CC1)C1=CC=C(C=C1)C1=C(C=C(C=C1)Cl)N1CC(CCC1)N1N=CC(=C1C(F)(F)F)C(=O)OCC 4-(4'-chloro-2'-{3-[4-(ethoxycarbonyl)-5-(trifluoromethyl)-1H-pyrazol-1-yl]piperidin-1-yl}[1,1'-biphenyl]-4-yl)piperazine-1-carboxylic acid cyclobutylmethyl ester